CC=1C(C(CCC1)(C)C)C(\C=C/C)=O (2Z)-1-(2,6,6-Trimethyl-2-cyclohexen-1-yl)-2-buten-1-on